3-(benzyloxy)-4-(tert-butyl)isothiazole C(C1=CC=CC=C1)OC1=NSC=C1C(C)(C)C